(R)-N-1-phenylethyl-N'-triethoxysilyl-propyl-urea C1(=CC=CC=C1)[C@@H](C)N(C(=O)N[Si](OCC)(OCC)OCC)CCC